BrC=1C(=C(C(=CC1)C(C)(C)C)O)C(C)(C)C bromo-2,6-di-tert-butylphenol